NC1=C(C=C(N=N1)C1=C(C=CC=C1)O)N1CC2CCC(C1)N2C2=CC(=NC=C2)C#CCN2CCN(CCC2)C 2-[6-amino-5-[8-[2-[3-(4-methyl-1,4-diazepan-1-yl)prop-1-ynyl]-4-pyridyl]-3,8-diazabicyclo[3.2.1]octan-3-yl]pyridazin-3-yl]phenol